[Si](C1=CC=CC=C1)(C1=CC=CC=C1)(C(C)(C)C)OCC1CC(C1)N1N=C2C=C(C(=CC2=C1)[N+](=O)[O-])C(=O)OC Methyl 2-[3-[[tert-butyl(diphenyl)silyl]oxymethyl]cyclobutyl]-5-nitro-indazole-6-carboxylate